3-(tetrahydro-2H-pyran-4-yl)-3H-imidazo[4,5-c]pyridine-6-carbonitrile O1CCC(CC1)N1C=NC2=C1C=NC(=C2)C#N